FC1(CCC(CC1)[C@H](NC(=O)C1=NOC=C1C)C=1OC2=C(N1)C=C(C=C2)[C@@H](COC)N2C(N[C@@H](C2)C(F)(F)F)=O)F N-((S)-(4,4-difluorocyclohexyl)(5-((S)-2-methoxy-1-((S)-2-oxo-4-(trifluoromethyl)imidazolidin-1-yl)ethyl)benzo[d]oxazol-2-yl)methyl)-4-methyl-isoxazole-3-carboxamide